C(C)OC(CC(=O)NC1=NC=C(C=C1C)F)=O 3-((5-fluoro-3-methylpyridin-2-yl)amino)-3-oxopropanoic acid ethyl ester